4-(trifluoromethoxy)phenyl (5R)-3,3-difluoro-5-(4-methyl-2-oxopyrrolidin-1-yl)piperidine-1-carboxylate FC1(CN(C[C@@H](C1)N1C(CC(C1)C)=O)C(=O)OC1=CC=C(C=C1)OC(F)(F)F)F